ClC=1C=C(C=CC1F)NC(N(CC(C)C)[C@H](C)C1=CNC(C2=C(C=CC=C12)F)=O)=O (R)-3-(3-chloro-4-fluorophenyl)-1-(1-(8-fluoro-1-oxo-1,2-dihydroisoquinolin-4-yl)ethyl)-1-isobutyl-urea